FC(C=1C(=C(C=CC1F)[C@H]1[C@@H](O[C@]([C@H]1C)(C(F)(F)F)C)C(=O)NC=1C=NC(=CC1)CO)OC)F |r| rac-(2R,3S,4S,5R)-3-(3-(difluoromethyl)-4-fluoro-2-methoxyphenyl)-N-(6-(hydroxymethyl)pyridin-3-yl)-4,5-dimethyl-5-(trifluoromethyl)tetrahydrofuran-2-carboxamide